ClC=1C=CC2=C([C@H](CC3=NC=CC=C3O2)CN)C1 |o1:6| (S*)-(8-chloro-10,11-dihydrobenzo[6,7]oxepino[3,2-b]pyridin-10-yl)methanamine